3-(Difluoromethyl)-4-(6-(2,5-difluorophenyl)-6-(1-methyl-2-oxo-1,2-dihydropyridine-3-yl)hexa-1,3-diyn-1-yl)pyrazolo[1,5-a]pyridine-5-carboxamide FC(C=1C=NN2C1C(=C(C=C2)C(=O)N)C#CC#CCC(C=2C(N(C=CC2)C)=O)C2=C(C=CC(=C2)F)F)F